2-[1-(2,2-difluoroethyl)-1H-pyrazolo[3,4-b]pyrazin-6-yl]-8-[5-(trifluoromethyl)pyridin-2-yl]-2,8-diazaspiro[4.5]decan-1-one FC(CN1N=CC=2C1=NC(=CN2)N2C(C1(CC2)CCN(CC1)C1=NC=C(C=C1)C(F)(F)F)=O)F